BrC=1C=C(C(N(C1COC)C1=CC=C(C=C1)F)=O)C(=O)O 5-bromo-1-(4-fluorophenyl)-6-(methoxymethyl)-2-oxo-1,2-dihydropyridine-3-carboxylic acid